C(C)(C)(C)OC(=O)NCCN1N=C(C(=C1)C(=O)OCC)NS(=O)(=O)C ethyl 1-(2-((tert-butoxycarbonyl)amino)ethyl)-3-(methylsulfonamido)-1H-pyrazole-4-carboxylate